ethyl {6-[(2S)-1-methoxypropan-2-yl]-5,8-dioxo-2-(trifluoromethyl)-5,6,7,8-tetrahydro-4H-pyrazolo[1,5-a]pyrrolo[3,4-d]pyrimidin-4-yl}acetate COC[C@H](C)N1C(C=2N(C=3N(C(C2C1)=O)N=C(C3)C(F)(F)F)CC(=O)OCC)=O